FC1(CCC2=C1N=C(N=C2C=2C=CC(=C(C2)[S@](=O)(C)=N)OC)N2[C@H]([C@@H](C2)O)C)F (R)-(5-(7,7-difluoro-2-((2S,3R)-3-hydroxy-2-methylazetidin-1-yl)-6,7-dihydro-5H-cyclopenta[d]pyrimidin-4-yl)-2-methoxyphenyl)(imino)(methyl)-λ6-sulfanone